ClC=1N=CC2=C(N1)N(C(=C2)C(=O)N(C)C)C2CCCC2 2-chloro-7-cyclopentyl-N,N-dimethylpyrrolo[2,3-d]-pyrimidine-6-carboxamide